C(CCCCCCC\C=C/CCCCCCCC)[NH3+] oleyl-ammonium